6-(8-((4-(difluoromethoxy)phenyl)sulfonyl)-8-azabicyclo[3.2.1]oct-3-yl)-2-oxa-6-azaspiro[3.4]octane FC(OC1=CC=C(C=C1)S(=O)(=O)N1C2CC(CC1CC2)N2CC1(COC1)CC2)F